COC(=O)C=1C=2CCCC2C=CC1.C(C)(C)(C)OC(=O)N[C@H](COC=1C=C(C=2CCCC2C1C)C(=O)OCC)C ethyl 6-[(2S)-2-(tert-butoxy carbonyl amino) propoxy]-7-methyl-indane-4-carboxylate methyl-indane-4-carboxylate